[C@@H]1([C@H](O)[C@@H](O)[C@H](O)[C@H](O1)CO)C1=C(C=2C(C=C(OC2C=C1O)C1=CC(O)=C(O)C=C1)=O)O 6-C-beta-D-glucopyranosylluteolin